13-Bromo-20-fluoro-14,19-dimethoxy-10,16,16-trioxo-9-oxa-16λ6-thia-5,17-diazatetracyclo[16.3.1.111,15.02,7]tricosa-1(22),2(7),3,5,11,13,15(23),18,20-nonaene-4-carboxamide BrC=1C=C2C(OCC=3C=NC(=CC3C=3C=C(C(=C(NS(C(C1OC)=C2)(=O)=O)C3)OC)F)C(=O)N)=O